ClC1=CC(=CC(=N1)N1CCN(CC1)S(=O)(=O)C1=CC2=C(N3C(CO2)CCC3=O)C=C1)C([C@H]1CNCCO1)(F)F 7-[4-[6-Chloro-4-[difluoro-[(2R)-morpholin-2-yl]methyl]-2-pyridyl]piperazin-1-yl]sulfonyl-2,3,3a,4-tetrahydropyrrolo[2,1-c][1,4]benzoxazin-1-one